2',4',6'-triisopropylbiphenyl C(C)(C)C1=C(C(=CC(=C1)C(C)C)C(C)C)C1=CC=CC=C1